ON1C(CCC1=O)=O 1-hydroxypyrroline-2,5-dione